N[C@H](C#N)C1=CC=CC=C1 (S)-aminophenylacetonitrile